lithium lanthanum yttrium oxide [O-2].[Y+3].[La+3].[Li+]